12-oxo-3,6,9,13-tetraoxapentadecan-1-oic acid O=C(CCOCCOCCOCC(=O)O)OCC